O1C2(OCC1)C[C@@H]1[C@@H](C(N(C1)C(=O)OC(C)(C)C)C(=O)OC)C2 (3aR,6aS)-2-tert-butyl 1-methyl tetrahydro-1H-spiro[cyclopenta[c]pyrrole-5,2'-[1,3]dioxolane]-1,2(3H)-dicarboxylate